S(=O)(=O)(O)C1C(=O)N(C(C1)=O)OC(CCCCCNC1=C(C=C(C=C1)N=[N+]=[N-])[N+](=O)[O-])=O 6-(4'-azido-2'-nitrophenylamino)hexanoic acid sulfosuccinimidyl ester